3-Amino-5-(4-chlorophenyl)thiophene-2-carboxamide NC1=C(SC(=C1)C1=CC=C(C=C1)Cl)C(=O)N